[5-[[5-(2-fluorophenyl)-6-(3-fluoro-4-pyridyl)-1,2,4-triazin-3-yl]amino]-2-pyridyl]methanol FC1=C(C=CC=C1)C=1N=C(N=NC1C1=C(C=NC=C1)F)NC=1C=CC(=NC1)CO